N-(2,2-difluoroethyl)-5-(5-((4-methylpiperazin-1-yl)methyl)-1H-pyrrolo[2,3-b]pyridin-3-yl)pyrazolo[1,5-a]pyridine-3-carboxamide FC(CNC(=O)C=1C=NN2C1C=C(C=C2)C2=CNC1=NC=C(C=C12)CN1CCN(CC1)C)F